3-chloro-5-methylquinolin-2(1H)-one ClC=1C(NC2=CC=CC(=C2C1)C)=O